(7-(3-methyl-1H-pyrrolo[2,3-b]pyridin-5-yl)-5-((R)-morpholin-3-yl)-3,4-dihydroisoquinolin-2(1H)-yl)((S)-tetrahydrofuran-3-yl)methanone CC1=CNC2=NC=C(C=C21)C2=CC(=C1CCN(CC1=C2)C(=O)[C@@H]2COCC2)[C@H]2NCCOC2